OCCN1CCC(CC1)NC(=O)C1=CC(=CC=2N(C=NC21)CC(F)(F)F)C#CCNC=2C(OC)=CC=C(C2)S(=O)(=O)C N-[1-(2-hydroxyethyl)-4-piperidyl]-6-[3-(4-mesyl-2-anisidino)-1-propynyl]-1-(2,2,2-trifluoroethyl)-1H-benzo[d]imidazole-4-carboxamide